C1(CC1)C1=NC=CC(=C1)C1=NOC(=N1)[C@H](C)NC(=O)C1=CC(=NN1CC(=O)N(C)C)C(F)(F)F (S)-N-(1-(3-(2-cyclopropylpyridin-4-yl)-1,2,4-oxadiazol-5-yl)ethyl)-1-(2-(dimethylamino)-2-oxoethyl)-3-(trifluoromethyl)-1H-pyrazole-5-carboxamide